gallium propoxybisethylacetoacetate C(CC)OC(C(CC(=O)[O-])=O)(CC)CC.[Ga+3].C(CC)OC(C(CC(=O)[O-])=O)(CC)CC.C(CC)OC(C(CC(=O)[O-])=O)(CC)CC